FC1=C(C(=CC=C1C#CC1CC12CCN(CC2)S(=O)(=O)C)O)N2CC(NS2(=O)=O)=O 5-[2-fluoro-6-hydroxy-3-[2-(6-methylsulfonyl-6-azaspiro[2.5]octan-2-yl)ethynyl]phenyl]-1,1-dioxo-1,2,5-thiadiazolidin-3-one